1,1,2,2-tetrahydroperfluoro-1-hexanol C(CO)C(C(C(C(F)(F)F)(F)F)(F)F)(F)F